FC=1C=C(OCC2[C@H]3CN(C[C@@H]23)C2=CN=C3C(=N2)N(C(=N3)C3=NC=C(C=C3)F)C)C=C(C1)F 6-((1R,5S,6r)-6-((3,5-difluorophenoxy)methyl)-3-azabicyclo[3.1.0]hexane-3-yl)-2-(5-fluoropyridin-2-yl)-1-methyl-1H-imidazo[4,5-b]pyrazine